FC1=C(O[C@@H]2[C@@H]([C@@]3([C@@H](CN(C3)C[C@H](C=3C=C4C(=NC3)NC=C4)O)C2)O)O)C=CC=C1 (3aS,4S,5S,6aR)-5-(2-fluorophenoxy)-2-((S)-2-hydroxy-2-(1H-pyrrolo[2,3-b]pyridin-5-yl)ethyl)hexahydrocyclopenta[c]pyrrole-3a,4(1H)-diol